N-(3-(1-benzyl-1H-indol-6-yl)-1H-pyrazol-5-yl)-2-methyl-4-((1-methylpiperidin-4-yl)amino)benzamide C(C1=CC=CC=C1)N1C=CC2=CC=C(C=C12)C1=NNC(=C1)NC(C1=C(C=C(C=C1)NC1CCN(CC1)C)C)=O